N[C@@H](C)[C@H](C[C@H](CCCCCC(CCCCCCC)(F)F)O)O (2s,3s,5s)-2-amino-11,11-difluorooctadecane-3,5-diol